(P)-7-fluoro-1-(5-fluoro-2-methoxy-4-((1S,2S)-2-(trifluoromethyl)cyclopropyl)phenyl)-N-(isoxazol-3-yl)-N-(4-methoxybenzyl)-2-oxo-1,2-dihydroquinoline-6-sulfonamide FC1=C(C=C2C=CC(N(C2=C1)C1=C(C=C(C(=C1)F)[C@@H]1[C@H](C1)C(F)(F)F)OC)=O)S(=O)(=O)N(CC1=CC=C(C=C1)OC)C1=NOC=C1